C(CCCC#C)OC=1C=C(C(=O)N)C=C(C1)OCCCCC#C 3,5-bis(hex-5-yn-1-yloxy)benzamide